N-ethyl-2-(6-{1-[(3R)-6-(4-ethylpiperazin-1-yl)-2-methylhexane-3-yl]azetidin-3-yl}-1-methyl-1H-indazol-4-yl)-5-fluoro-N-(isopropyl)benzamide C(C)N(C(C1=C(C=CC(=C1)F)C1=C2C=NN(C2=CC(=C1)C1CN(C1)[C@@H](C(C)C)CCCN1CCN(CC1)CC)C)=O)C(C)C